N1=C(N=CC=C1)SCC(=O)C1=CC2=C(NC(CCC2)=O)C=C1 7-(2-(pyrimidin-2-ylsulfanyl)acetyl)-1,3,4,5-tetrahydro-2H-benzo[b]azepin-2-one